C(C)(=O)OC1=C(C(=C(C(=C1)OC(C)=O)C(=O)N1CC2=CC(=CC(=C2C1)N(C)C(\C=C\CN(C)C)=O)C)C)C [5-acetoxy-4-[4-[[(E)-4-(dimethylamino)but-2-enoyl]-methyl-amino]-6-methyl-isoindoline-2-carbonyl]-2,3-dimethyl-phenyl] acetate